ClC1=NC=C(C(=N1)N1CCOCC2(CCC2)C1)F 9-(2-chloro-5-fluoropyrimidin-4-yl)-6-oxa-9-azaspiro[3.6]decane